CC(CCCC(=O)OC1=CC=C(C=C1)C1SCCCS1)C 4-(1,3-dithian-2-yl)phenyl 5-methylhexanoate